BrC1=C(C(=O)O)C(=CC(=C1)OC)OC 2-bromo-4,6-dimethoxybenzoic acid